C1=CC=C(C=C1)N=NC2C=CC=CC2=O oxoazobenzene